C[C@]12O[C@]3(O[C@](O[C@@](P1CCCCCCCCCCCCCC)(C3)C)(C2)C)C (1S,3R,5R,7S)-1,3,5,7-tetramethyl-8-tetradecyl-2,4,6-trioxa-8-phospha-adamantane